CS(=NC(C1=CC(=CC=C1)C1=NOC(=N1)C(F)(F)F)=O)(C1=CC=C(C=C1)C(F)(F)F)=O N-(methyl(oxo)(4-(trifluoromethyl)phenyl)-λ6-sulfaneylidene)-3-(5-(trifluoromethyl)-1,2,4-oxadiazol-3-yl)benzamide